(8-(4-fluoro-3-hydroxyphenyl)-2-(oxetan-3-ylamino)pyrido[4,3-d]pyrimidin-5-yl)benzamide FC1=C(C=C(C=C1)C1=CN=C(C2=C1N=C(N=C2)NC2COC2)C2=C(C(=O)N)C=CC=C2)O